5-(bromomethyl)-2-fluoro-3-methylpyridine BrCC=1C=C(C(=NC1)F)C